1,1,1,3,3,3-Hexafluoropropan-2-yl (R)-1-((6-cyclopropylpyridin-3-yl)carbamoyl)-6-azaspiro[2.5]octan-6-carboxylat C1(CC1)C1=CC=C(C=N1)NC(=O)[C@@H]1CC12CCN(CC2)C(=O)OC(C(F)(F)F)C(F)(F)F